C(#N)C=1C=NN2C1C(=CC(=C2)C2=CC=C(C=C2)N2CCNCC2)C=2C=CC(=NC2)N2CCC(CC2)(C(=O)NC(C)C)C 1-[5-[3-cyano-6-(4-piperazin-1-ylphenyl)pyrazolo[1,5-a]pyridin-4-yl]-2-pyridyl]-N-isopropyl-4-methyl-piperidine-4-carboxamide